2-(cyclohexylcarbonyl)-1,2,3,6,7,11b-hexahydro-4H-pyrazino[2,1-a]isoquinolin-4-one C1(CCCCC1)C(=O)N1CC2N(CCC3=CC=CC=C23)C(C1)=O